(P)-6-(BENZYLTHIO)-1-(5-CHLORO-2-METHOXY-4-(3,3,3-TRIFLUOROPROP-1-EN-2-YL)PHENYL)QUINOLIN-2(1H)-ONE C(C1=CC=CC=C1)SC=1C=C2C=CC(N(C2=CC1)C1=C(C=C(C(=C1)Cl)C(=C)C(F)(F)F)OC)=O